Buten-diol C(=CCC)(O)O